C(C(C)C)C1OCC=C(C1)C 2-isobutyl-4-methyl-3,6-dihydro-2H-pyran